S1C=NC2=C1C=C(C=C2)S(=O)(=O)N2N=C1C(=C2)CN(C1)C(C[C@@H]1C(NC2=CC=CC=C12)=O)=O (S)-3-{2-[2-(1,3-benzothiazole-6-sulfonyl)-2H,4H,5H,6H-pyrrolo[3,4-c]pyrazol-5-yl]-2-oxoethyl}-2,3-dihydro-1H-indol-2-one